2-(1-(((Boc)amino)methyl)cyclohexyl)acetic acid C(=O)(OC(C)(C)C)NCC1(CCCCC1)CC(=O)O